N1=CC(=CC=C1)C(=O)N aza-benzene-3-carboxamide